4-[3-chloro-4-(4,4,5,5-tetramethyl-1,3,2-dioxaborolan-2-yl)phenyl]-1-(2-methoxyethyl)-5-methyl-pyrazole ClC=1C=C(C=CC1B1OC(C(O1)(C)C)(C)C)C=1C=NN(C1C)CCOC